5-(2-methoxyphenyl)-1,3,3,5,7-pentamethyloctahydrobenzo[c]isoxazole COC1=C(C=CC=C1)C1(CC2C(N(OC2(C)C)C)C(C1)C)C